C(C)O[Si](CCSSSSCC[Si](OCC)(OCC)OCC)(OCC)OCC bis-(2-triethoxysilylethyl) tetrasulfide